(2R,3R,4R,5R)-2-(4-aminopyrrolo[2,1-f][1,2,4]triazine-7-yl)-2-cyano-5-((((R)-(((S)-1,4-dipentyloxy-1,4-dioxobutan-2-yl)amino)(4-tert-butylphenoxy)phosphoryl)oxy)methyl)tetrahydrofuran NC1=NC=NN2C1=CC=C2[C@@]2(O[C@H](CC2)CO[P@@](=O)(OC2=CC=C(C=C2)C(C)(C)C)N[C@H](C(=O)OCCCCC)CC(=O)OCCCCC)C#N